2,2-difluoroethyl p-toluenesulfonate CC1=CC=C(C=C1)S(=O)(=O)OCC(F)F